[2,4'-Bipyridine]-4,6-diamine N1=C(C=C(C=C1N)N)C1=CC=NC=C1